C(CCCC)C(COC(CCCCN(C(OCCN(CCOC(N(CCCCC(=O)OCC(CCCCC)CCCCC)CC(C)C)=O)CCCN(CC)CC)=O)CC(C)C)=O)CCCCC Bis(2-pentylheptyl)11-(3-(diethylamino)propyl)-6,16-diisobutyl-7,15-dioxo-8,14-dioxa-6,11,16-triazahenicosanedioate